N-(6-(2H-1,2,3-triazol-2-yl)-5-(trifluoromethyl)pyridin-3-yl)-2',5-dichloro-4'-fluoro-2-(trifluoromethyl)-[1,1'-biphenyl]-4-carboxamide N=1N(N=CC1)C1=C(C=C(C=N1)NC(=O)C1=CC(=C(C=C1Cl)C1=C(C=C(C=C1)F)Cl)C(F)(F)F)C(F)(F)F